2-[4-(4-chlorophenyl)-5-(pyridin-4-yl)-1H-imidazol-1-yl]-1-{7-methyl-2,7-diazaspiro[3.5]Non-2-yl}ethan-1-one ClC1=CC=C(C=C1)C=1N=CN(C1C1=CC=NC=C1)CC(=O)N1CC2(C1)CCN(CC2)C